4-methyl-7-oxo-1-azabicyclo[3.2.0]hept-2-ene-2-carboxylic acid monosodium salt [Na+].CC1C=C(N2C(CC12)=O)C(=O)[O-]